C/C(/CCC1OCCO1)=C\C1=CC=C(C=C1)C (E)-2-(3-methyl-4-(p-tolyl)but-3-en-1-yl)-1,3-dioxolane